7-amino-3-(isopropylmethyl)-2-methyl-5-((2-(6-methylpyridin-2-yl)ethyl)amino)pyrazolo[1,5-a]pyrimidine-6-carbonitrile NC1=C(C(=NC=2N1N=C(C2CC(C)C)C)NCCC2=NC(=CC=C2)C)C#N